FC1=C(C=CC(=C1)O)N1CCN(CC1)C(CC1=CC=CC=C1)=O 1-[4-(2-Fluoro-4-hydroxy-phenyl)-piperazin-1-yl]-2-phenylethanone